NC1C=C(C2=CC=C(N)C=C2)C=CC1(N)N 3',4'-Diaminobenzidine